CC(=CC(O)C1=C(C=CC=C1)C#CC1=CC=C(C=C1)OC)C 3-methyl-1-(2-((4-methoxyphenyl)ethynyl)phenyl)but-2-en-1-ol